NC1=CC=C(C=N1)C1=NC=C(C(=C1F)C(=O)OC)C(F)(F)F Methyl 6'-amino-3-fluoro-5-(trifluoromethyl)-[2,3'-bipyridine]-4-carboxylate